NC1=C(C(=O)O)C=C(C(=C1)OC)OCCC 2-amino-4-methoxy-5-propoxybenzoic acid